O=C1N(C(C2=CC=CC=C12)=O)[C@H](C(=O)Cl)CC1=CC=CC2=CC=CC=C12 (S)-2-(1,3-dioxoisoindolin-2-yl)-3-(naphthalen-1-yl)propanoyl chloride